N-(2,2-difluoroethyl)-2-[(3-iodo-1H-indazol-6-yl)sulfanyl]benzamide FC(CNC(C1=C(C=CC=C1)SC1=CC=C2C(=NNC2=C1)I)=O)F